2,2-difluoro-N-[rac-(2R,3R)-2-(cyclopropylmethyl)-1-[1-(4-fluorophenyl)indazol-5-yl]-5-oxopyrrolidin-3-yl]propanamide FC(C(=O)N[C@H]1[C@H](N(C(C1)=O)C=1C=C2C=NN(C2=CC1)C1=CC=C(C=C1)F)CC1CC1)(C)F |r|